tert-Butyl 3-amino-5-(4-methylpyridin-3-yl)-1H-pyrazolo[3,4-c]pyridine-1-carboxylate NC1=NN(C2=CN=C(C=C21)C=2C=NC=CC2C)C(=O)OC(C)(C)C